(R)-2-(1-((2-(((4-(4-morpholino-7H-pyrrolo[2,3-d]pyrimidin-6-yl)phenyl)amino)methyl)pyridin-4-yl)methyl)piperidin-3-yl)isothiazolidine 1,1-dioxide O1CCN(CC1)C=1C2=C(N=CN1)NC(=C2)C2=CC=C(C=C2)NCC2=NC=CC(=C2)CN2C[C@@H](CCC2)N2S(CCC2)(=O)=O